1-(2-(dimethylamino)ethyl)-N1-methyl-N4-(4-(1-methyl-1H-indol-3-yl)-7H-pyrrolo[2,3-d]pyrimidin-2-yl)benzene-1,2,4-triamine CN(CCC1(C(C=C(C=C1)NC=1N=C(C2=C(N1)NC=C2)C2=CN(C1=CC=CC=C21)C)N)NC)C